ClC=1C(=CC2=C([C@@H](C[C@@H](O2)C(=O)NC2CCC(CC2)N2N=CC(=C2)OCCOC(F)(F)F)O)C1)F (2R,4R)-6-chloro-7-fluoro-4-hydroxy-N-[(1r,4R)-4-{4-[2-(trifluoromethoxy)ethoxy]-1H-pyrazol-1-yl}cyclohexyl]-3,4-dihydro-2H-1-benzopyran-2-carboxamide